C(=O)O.COC1=CC=2C3=C(C(=NC2C=C1OCCCN1CCCCC1)NC(C)C)CCC3 8-methoxy-7-[3-(piperidin-1-yl)propoxy]-N-(propan-2-yl)-1H,2H,3H-cyclopenta[c]quinolin-4-amine formate